O1CCC(CC1)N1CN=CC=C1 N-(tetrahydro-2H-pyran-4-yl)pyrimidine